N-(4-(2,6-dimethylphenyl)-5-(3-fluoro-5-(neopentyloxy)phenyl)thiazol-2-yl)benzenesulfonamide CC1=C(C(=CC=C1)C)C=1N=C(SC1C1=CC(=CC(=C1)OCC(C)(C)C)F)NS(=O)(=O)C1=CC=CC=C1